2-(3-(adamantan-1-yl)phenyl)-4-(3-chlorophenyl)-6-phenyl-1,3,5-triazine C12(CC3CC(CC(C1)C3)C2)C=2C=C(C=CC2)C2=NC(=NC(=N2)C2=CC(=CC=C2)Cl)C2=CC=CC=C2